C(C)C1(CN(C1)C=1OC(=C(N1)C(=O)OCC)CC(F)(F)F)OC ethyl 2-(3-ethyl-3-methoxyazetidin-1-yl)-5-(2,2,2-trifluoroethyl)oxazole-4-carboxylate